CC1(CC(C(CC1)C(C(=O)O)CC=O)=O)C.N1CCC(CC1)C1=C2C=CN=NC2=C(C=C1)C(=O)N 5-(piperidin-4-yl)cinnoline-8-carboxamide (4,4-dimethyl-2-oxocyclohexyl)-2-oxoethyl-acetate